ClC1=CN=C2C(=N1)N(C=C2C=O)C(C)C 3-Chloro-5-isopropyl-pyrrolo[2,3-b]pyrazine-7-carbaldehyde